dimethyl 1,11-undecanedicarboxylate C(CCCCCCCCCCC(=O)OC)C(=O)OC